C(C1=CC=CC=C1)(=O)C(C(=O)OCC)CC(=O)C1=CC=C(C=C1)Br ethyl 2-benzoyl-4-(4-bromophenyl)-4-oxobutyrate